ethyl 2-(5-(difluoromethyl)-1,3,4-oxadiazol-2-yl)-2-methylpropanoate FC(C1=NN=C(O1)C(C(=O)OCC)(C)C)F